O=C1N(CCC(N1)=O)C1=CC=C(CN2CCC(CC2)C=2OC3=C(N2)C=C(C(=C3)NC(C3=CN=C(C=C3)C(F)(F)F)=O)C(C)(C)O)C=C1 N-(2-(1-(4-(2,4-dioxotetrahydropyrimidin-1(2H)-yl)benzyl)piperidin-4-yl)-5-(2-hydroxypropan-2-yl)benzo[d]oxazol-6-yl)-6-(trifluoromethyl)nicotinamide